Nonyl 8-[2-[3-[2-[2-[2-[2-(tert-butoxycarbonylamino)ethoxy]ethoxy] ethoxy] ethoxy] propanoyloxy]ethyl-[8-(1-octylnonoxy)-8-oxo-octyl]amino]octanoate C(C)(C)(C)OC(=O)NCCOCCOCCOCCOCCC(=O)OCCN(CCCCCCCC(=O)OCCCCCCCCC)CCCCCCCC(=O)OC(CCCCCCCC)CCCCCCCC